6-(2-chlorophenyl)-2-{[2-methoxy-4-(4-methylpiperazin-1-yl)phenyl]amino}-8-methyl-5-[2-(triisopropylsilyl)ethynyl]pyrido[2,3-d]pyrimidin-7-one ClC1=C(C=CC=C1)C1=C(C2=C(N=C(N=C2)NC2=C(C=C(C=C2)N2CCN(CC2)C)OC)N(C1=O)C)C#C[Si](C(C)C)(C(C)C)C(C)C